2-bromo-6-(8-methyl-2-methanesulfonyl-7-oxopyrido[2,3-d]pyrimidin-6-yl)benzonitrile BrC1=C(C#N)C(=CC=C1)C1=CC2=C(N=C(N=C2)S(=O)(=O)C)N(C1=O)C